C1=CSC(=N1)N Thiazolamine